tertbutyl 4-(3-(4-(difluoromethoxy)-6-methylpyridin-3-yl)-1-(2-isopropylphenyl)ureido)piperidine-1-carboxylate FC(OC1=C(C=NC(=C1)C)NC(N(C1=C(C=CC=C1)C(C)C)C1CCN(CC1)C(=O)OC(C)(C)C)=O)F